dinormal propylperoxycarbonate C(CC)OC(=O)OOCCC